tetrapyridoporphyrin cobalt [Co].C1=2C3=C(C(N1)=CC=1C4=C(C(N1)=CC1=C5C(=C(N1)C=C1C6=C(C(=N1)C2)C=CC=N6)C=CC=N5)C=CC=N4)C=CC=N3